N-(4-{2-[(1-Azetidinyl)carbonyl]-4-chlorophenyl}-6-cyclopropyl-2-pyridyl)-1-cyclopropyl-5-{[(S)-2-methoxypropylamino]methyl}-2-oxo-1,2-dihydronicotinamide N1(CCC1)C(=O)C1=C(C=CC(=C1)Cl)C1=CC(=NC(=C1)C1CC1)NC(C=1C(N(C=C(C1)CNC[C@H](C)OC)C1CC1)=O)=O